1-(3-aminothieno[2,3-b]pyridine-2-carbonyl)-4-(hydroxymethyl)-3-(4'-(trifluoromethyl)-[1,1'-biphenyl]-4-yl)azetidine-2-carbonitrile NC1=C(SC2=NC=CC=C21)C(=O)N2C(C(C2CO)C2=CC=C(C=C2)C2=CC=C(C=C2)C(F)(F)F)C#N